CC1=NNC(=C1C1=CC=C(C(=O)O)C=C1)C 4-(3,5-dimethyl-1H-pyrazol-4-yl)benzoic acid